C(CC=C)N(C1=CC=C(C=C1)N=NC1=C(C=CC=C1)[N+](=O)[O-])CCC=C N,N-di(but-3-en-1-yl)-4-((2-nitrophenyl)diazenyl)aniline